FC1=CC=C(C=C1)COC1=C(C(=NN1C(=O)C1=COC=C1C)C1C(N(C1)C(CN1CCOCC1)=O)C(F)(F)F)C 1-(3-{5-[(4-fluorophenyl)methoxy]-4-methyl-1-(4-methylfuran-3-carbonyl)-1H-pyrazol-3-yl}-2-(trifluoromethyl)azetidin-1-yl)-2-(morpholin-4-yl)ethan-1-one